NC1=NC=C2C(=N1)N(C(N(C2)C2=C(C=CC=C2C)F)=O)C2CCN(CC2)C(=O)OC(C)(C)C tert-Butyl 4-[7-amino-3-(2-fluoro-6-methyl-phenyl)-2-oxo-4H-pyrimido[4,5-d]pyrimidin-1-yl]piperidine-1-carboxylate